(4-fluorophenyl)(8-methyl-3-(5-methylthiazol-2-yl)-5,6-dihydroimidazo[1,5-a]pyrazin-7(8H)-yl)methanone FC1=CC=C(C=C1)C(=O)N1C(C=2N(CC1)C(=NC2)C=2SC(=CN2)C)C